tert-butyl (E)-4-[5-[tert-butoxycarbonyl(methyl)amino]-2-methoxy-4-pyridyl]but-3-enoate C(C)(C)(C)OC(=O)N(C=1C(=CC(=NC1)OC)/C=C/CC(=O)OC(C)(C)C)C